6-chloro-4-{4-[1-(4-fluorophenyl)ethyl]piperazin-1-yl}-1-methyl-2-oxo-1,2-dihydro-1,5-naphthyridine ClC=1N=C2C(=CC(N(C2=CC1)C)=O)N1CCN(CC1)C(C)C1=CC=C(C=C1)F